OC1CCN(CC1)C(=O)[S@@](=O)C (S)-(4-hydroxy-piperidin-1-yl)-(methylsulfinyl)-methanone